(S)-2-Aminooctanoic acid N[C@H](C(=O)O)CCCCCC